(4-(3,5-dimethyl-isoxazol-4-yl)pyridin-2-yl)oxy(pyrrolidin-1-yl)-4-(trifluoromethyl)pyridazin-3(2H)-one CC1=NOC(=C1C1=CC(=NC=C1)OC1=C(C(N(N=C1)N1CCCC1)=O)C(F)(F)F)C